C(C)N1C(N(C2=C(C(=CC=3C2=C1N=CN3)C=C)F)CC3=CC=C(C=C3)OC)=O 3-Ethyl-9-fluoro-1-(4-methoxybenzyl)-8-vinyl-1H-pyrimido[4,5,6-de]quinazolin-2(3H)-one